3-CHLORO-6-METHOXY-1H-PYRROLO[2,3-B]PYRIDINE-4-CARBALDEHYDE ClC1=CNC=2N=C(C=C(C21)C=O)OC